(1R,5S,6R)-3-[5-(5-fluoro-3-iodo-7-methyl-1H-indazol-1-yl)pyridin-2-yl]-3-azabicyclo[3.1.0]hexane-6-carboxylic acid methyl ester COC(=O)C1[C@H]2CN(C[C@@H]12)C1=NC=C(C=C1)N1N=C(C2=CC(=CC(=C12)C)F)I